7-methyl-1-phenyl-2-(trifluoromethyl)-3H-cyclopenta[c]quinolin-3-one CC=1C=CC=2C3=C(C=NC2C1)C(C(=C3C3=CC=CC=C3)C(F)(F)F)=O